BrC(C(C(=C(F)F)F)F)F 4-bromo-1,1,2,3,4-pentafluorobut-1-ene